OC=1C=C(C(=O)OC)C=CC1[C@H]1NCCNC1 |r| (±)-methyl 3-hydroxy-4-(piperazine-2-yl)benzoate